C(C1=CC=CC=C1)N1CCC(CC1)C(=O)NCC1=C(C=C(C=C1)Br)OC(F)(F)F 1-benzyl-N-(4-bromo-2-(trifluoromethoxy)benzyl)piperidine-4-carboxamide